ClC1=C2C(OC3(C4=CC(=C(C(=C4OC=4C(=C(C(=CC34)I)O)I)I)O)I)C2=C(C(=C1Cl)Cl)Cl)=O 4,5,6,7-Tetrachloro-3',6'-dihydroxy-2',4',5',7'-tetraiodospiro[isobenzofuran-1(3H),9'-[9H]xanthene]-3-one